Lithium cobalt borate B([O-])([O-])[O-].[Co+2].[Li+]